CN1C(C(=C(C2=CC=CC=C12)N1CCC(CC1)(C=1OC2=C(N1)C=C(C=C2)C(C)C)C)C(=O)N)=O 1-methyl-4-{4-methyl-4-[5-(propan-2-yl)-1,3-benzoxazol-2-yl]piperidin-1-yl}-2-oxo-1,2-dihydroquinoline-3-carboxamide